3-cyclopropylpropan C1(CC1)CCC